C1CCCC=2C3=CC(=CC=C3NC12)C(=O)O 2,3,4,9-tetrahydro-1H-carbazole-6-carboxylic acid